C(C)(C)(C)OC(=O)N[C@H](C(=O)N[C@H](C(=O)OC(C)(C)C)[C@H](CCCB1OC(C(O1)(C)C)(C)C)CNC(=O)OC(C)(C)C)C(C)C (2S,3R)-tert-butyl 2-((S)-2-(tert-butoxycarbonylamino)-3-methylbutanamido)-3-((tert-butoxycarbonylamino)methyl)-6-(4,4,5,5-tetramethyl-1,3,2-dioxaborolan-2-yl)hexanoate